OC1=C(C=CC=C1C)C 2-hydroxym-xylene